(2S)-2-({5-[2-(2,4-diamino-6-oxo-1,6-dihydropyrimidin-5-yl)acetamido]-3-methylpyridin-2-yl}formamido)pentanedioic acid NC=1NC(C(=C(N1)N)CC(=O)NC=1C=C(C(=NC1)C(=O)N[C@H](C(=O)O)CCC(=O)O)C)=O